[Ag]Cl.[Mg] magnesium-silver chloride